C1(=CC=CC=C1)C#CCC#CC1=CC=C(C=C1)OC 1-phenyl-5-(p-methoxyphenyl)-1,4-pentadiyne